ClC1=CC=C(C2=C1C=C(O2)F)COC2=CC=CC(=N2)C2CCC(CC2)CC(=O)OCC ethyl 2-((1s,4s)-4-(6-((4-chloro-2-fluorobenzofuran-7-yl)methoxy)pyridin-2-yl)cyclohexyl)acetate